C1(=CC=CC2=CC=CC=C12)CN 1-naphthalenemethylamine